NCCCC(=O)NC1=CC(=C(C=C1)C1(COC1)NC)C#CCN 4-amino-N-(3-(3-aminoprop-1-yn-1-yl)-4-(3-(methylamino)oxetan-3-yl)phenyl)butanamide